O=C(NCCOCCOCCOCCOCCNC(OC(C)(C)C)=O)C1=CC=C(C=C1)NC=1N=C(C2=C(N1)N(C=C2)S(=O)(=O)C2=CC=C(C)C=C2)C=2C=NN(C2)CCC tert-butyl (1-oxo-1-(4-((4-(1-propyl-1H-pyrazol-4-yl)-7-tosyl-7H-pyrrolo[2,3-d]pyrimidin-2-yl)amino)phenyl)-5,8,11,14-tetraoxa-2-azahexadecan-16-yl)carbamate